CC=1C2=C(N=NC1\N=C\1/SC3=C(N1COCC[Si](C)(C)C)C=CC=C3)N(CC2)C=2SC=C(N2)C(=O)OCC ethyl 2-(4-methyl-3-{[(2Z)-3-{[2-(trimethylsilyl) ethoxy] methyl}-2,3-dihydro-1,3-benzothiazol-2-ylidene] amino}-5H,6H,7H-pyrrolo[2,3-c]pyridazin-7-yl)-1,3-thiazole-4-carboxylate